O=C1CC=2C=CC(=CC2C=C1)S(=O)(=O)O 6-oxo-5,6-dihydro-2-naphthalenesulfonic acid